N-(6-Cyclopropyl-4-{2-[(3,3-difluoro-1-azetidinyl)carbonyl]-4-methoxyphenyl}-2-pyridyl)-1-cyclopropyl-5-[(isobutylamino)methyl]-2-oxo-1,2-dihydronicotinamide C1(CC1)C1=CC(=CC(=N1)NC(C=1C(N(C=C(C1)CNCC(C)C)C1CC1)=O)=O)C1=C(C=C(C=C1)OC)C(=O)N1CC(C1)(F)F